2-((8-methoxy-6-oxo-6H-benzo[c]chromen-3-yl)oxy)-N-((5-methylfuran-2-yl)methyl)acetamide COC=1C=CC2=C(C(OC3=CC(=CC=C23)OCC(=O)NCC=2OC(=CC2)C)=O)C1